5-chloro-N-((1r,4r)-4-((3-(4-cyanopyridin-3-yl)-2-oxo-2,3-dihydro-1H-benzo[d]imidazol-1-yl)methyl)cyclohexyl)-2-methylnicotinamide ClC=1C=NC(=C(C(=O)NC2CCC(CC2)CN2C(N(C3=C2C=CC=C3)C=3C=NC=CC3C#N)=O)C1)C